Cl.N1CCC(CC1)C1=CC=C(C=N1)OC1C(NC(CC1)=O)=O 3-[[6-(4-Piperidyl)-3-pyridyl]oxy]piperidine-2,6-dione hydrochloride